4-(5-hydroxy-6,7,8-trimethoxy-4-oxo-4H-chromen-2-yl)phenolate OC1=C2C(C=C(OC2=C(C(=C1OC)OC)OC)C1=CC=C(C=C1)[O-])=O